C(C1=CC=CC=C1)NC1=NC(=NN2C1=CC=C2C(=O)NC2C(CN(C2)C(=O)OC(C)(C)C)(F)F)N2C(=CC1=C(C=CC=C21)C#N)C tert-butyl 4-(4-(benzylamino)-2-(4-cyano-2-methyl-1H-indol-1-yl)pyrrolo[2,1-f][1,2,4]triazine-7-carboxamido)-3,3-difluoropyrrolidine-1-carboxylate